bis(4-(bromomethyl)phenyl)sulfane BrCC1=CC=C(C=C1)SC1=CC=C(C=C1)CBr